2-(7-fluoro-4,4-dimethylisochroman-5-yl)-2-(3-((5-(5,6,7,8-tetrahydro-1,8-naphthyridin-2-yl)pentyl)oxy)azetidin-1-yl)acetic acid FC1=CC(=C2C(COCC2=C1)(C)C)C(C(=O)O)N1CC(C1)OCCCCCC1=NC=2NCCCC2C=C1